(R)-8-methoxy-3,5-dimethyl-7-phenylisochroman-1-one COC=1C(=CC(=C2C[C@H](OC(C12)=O)C)C)C1=CC=CC=C1